1-methyl-3-[(3R)-piperidin-3-yl]imidazolidin-2-one hydrochloride Cl.CN1C(N(CC1)[C@H]1CNCCC1)=O